7-(5-(5-((1R,2R)-2-(2-hydroxypropan-2-yl)cyclopropyl)-1,3,4-thiadiazol-2-yl)-4-(oxetan-3-ylamino)pyridin-2-yl)pyrrolo[1,2-b]pyridazine-3-carbonitrile OC(C)(C)[C@H]1[C@@H](C1)C1=NN=C(S1)C=1C(=CC(=NC1)C1=CC=C2N1N=CC(=C2)C#N)NC2COC2